NC1=CC=C(C=C1)C1=C(N(C=C1NC(CCCCCOC=1C(=CC2=C(N=CC3N(C2=O)CCCC3)C1)OC)=O)C)C(=O)N 4-Aminophenyl-4-(6-((2-methoxy-12-oxo-6a,7,8,9,10,12-hexahydrobenzo[e]pyrido[1,2-a][1,4]diazepin-3-yl)oxy)hexan-amido)-1-methyl-1H-pyrrole-2-carboxamide